6-(2-fluoro-4-(1-methyl-1H-pyrazol-4-yl)benzyl)-5-oxo-N-(tetrahydro-2H-pyran-4-yl)-5,6-dihydro-1,6-naphthyridine-8-carboxamide FC1=C(CN2C(C=3C=CC=NC3C(=C2)C(=O)NC2CCOCC2)=O)C=CC(=C1)C=1C=NN(C1)C